(R)-3-chloro-N-methyl-N-(2,2,2-trifluoro-1-(4-(trifluoromethyl)phenyl)ethyl)imidazo[1,2-a]pyridine-6-sulfonamide ClC1=CN=C2N1C=C(C=C2)S(=O)(=O)N([C@@H](C(F)(F)F)C2=CC=C(C=C2)C(F)(F)F)C